5-chloro-3-methyl-pyrazin-2-carbohydrazide ClC=1N=C(C(=NC1)C(=O)NN)C